4-((2-hydroxypropoxy)-2-propoxy)-butanesulfonic acid OC(COCC(C)OCCCCS(=O)(=O)O)C